CC(C)C1=CN=C(S1)C=1C=C(C(=O)N[C@H](C)C=2N=NC(=CC2)C(F)(F)F)C=C(C1)O[C@H]1COCC1 3-[5-(propan-2-yl)-1,3-thiazol-2-yl]-5-[(3R)-tetrahydrofuran-3-yloxy]-N-{(1R)-1-[6-(trifluoromethyl)pyridazin-3-yl]ethyl}benzamide